rac-(R)-2-ethylhexyl 3-((2-hydroxy-4-methylphenyl)sulfonyl)propanoate OC1=C(C=CC(=C1)C)S(=O)(=O)CCC(=O)OC[C@@H](CCCC)CC |r|